8-(7-bromo-2-chloro-8-fluoroquinazolin-4-yl)-3,8-diazabicyclo[3.2.1]octane-3-carboxylate BrC1=CC=C2C(=NC(=NC2=C1F)Cl)N1C2CN(CC1CC2)C(=O)[O-]